NC1=CN=C(C=C1C(=O)N)O[C@@H]1COCC1 (S)-5-amino-2-((tetrahydrofuran-3-yl)oxy)isonicotinamide